C1(CCCCC1)CCCCCC[NH-] cyclohexylhexylamide